2-isopropyl-1-methyl-6-oxo-1,6-dihydropyrimidine-5-carboxylic acid C(C)(C)C=1N(C(C(=CN1)C(=O)O)=O)C